Ethyl-N-(2-nitrophenyl)piperidin-4-amine C(C)N1CCC(CC1)NC1=C(C=CC=C1)[N+](=O)[O-]